Cl.ClCCCNC1=CC(N(C(N1C)=O)C)=O 6-(3-chloropropyl)amino-1,3-dimethyluracil hydrochloride